N-(4-(N-(1-(1-acetylpiperidin-3-yl)ethyl)sulfamoyl)naphthalen-1-yl)-2-methylbenzamide C(C)(=O)N1CC(CCC1)C(C)NS(=O)(=O)C1=CC=C(C2=CC=CC=C12)NC(C1=C(C=CC=C1)C)=O